(E)-N'-(1-(5-chloro-2-hydroxyphenyl)ethylidene)-3-(morpholinosulfonyl)benzohydrazide ClC=1C=CC(=C(C1)\C(\C)=N\NC(C1=CC(=CC=C1)S(=O)(=O)N1CCOCC1)=O)O